2-(2'-hydroxy-5'-vinylbenzyl)benzotriazole OC1=C(CN2N=C3C(=N2)C=CC=C3)C=C(C=C1)C=C